N-[2-(dimethylamino)ethyl]-2-methyl-4-nitroaniline CN(CCNC1=C(C=C(C=C1)[N+](=O)[O-])C)C